ClC1=NC(=C(C2=C1C(NC2)=O)F)N[C@H]2[C@H](CCCC2)NC(OC(C)(C)C)=O tert-butyl ((1S,2R)-2-((4-chloro-7-fluoro-3-oxo-2,3-dihydro-1H-pyrrolo[3,4-c]pyridin-6-yl)amino)cyclohexyl)carbamate